3-((3-(ethoxymethyl)-3-(4-methoxy-phenethyl)pyrrolidin-1-yl)methyl)pyridine C(C)OCC1(CN(CC1)CC=1C=NC=CC1)CCC1=CC=C(C=C1)OC